(2R)-2-{[7-bromo-2-(4-methoxyphenyl)[1,2,4]triazolo[1,5-c]quinazolin-5-yl]amino}-3-methyl-1-(4-methylpiperazin-1-yl)butan-1-one BrC1=CC=CC=2C=3N(C(=NC12)N[C@@H](C(=O)N1CCN(CC1)C)C(C)C)N=C(N3)C3=CC=C(C=C3)OC